ClC=1C=C(C=CC1)C1=CN=C(O1)C12CC3(CC(CC(C1)C3)C2)NC(=O)C2=NC(=CC=C2)C 6-Methyl-pyridine-2-carboxylic acid {3-[5-(3-chloro-phenyl)-oxazol-2-yl]-adamantan-1-yl}-amide